rac-Methyl 7-bromo-5-fluoro-2-[(4-methoxyphenyl)methyl]-3-oxo-1-(2-oxoethyl)isoindoline-1-carboxylate BrC=1C=C(C=C2C(N([C@](C12)(C(=O)OC)CC=O)CC1=CC=C(C=C1)OC)=O)F |r|